2-bromo-6-(3-fluorooxetan-3-yl)-4-methylpyridine BrC1=NC(=CC(=C1)C)C1(COC1)F